3-({3-[(2S)-2-(4-bromophenyl)-2-hydroxyethyl]-1,2,4-oxadiazol-5-yl}methyl)-1-methyl-1,2,3,4-tetrahydropyrimidine-2,4-dione BrC1=CC=C(C=C1)[C@H](CC1=NOC(=N1)CN1C(N(C=CC1=O)C)=O)O